C1(CCCC1)C(=O)N1C2CC(CC1CC2)N2CC(C2)(N2N=CC(=C2)C=2C1=C(N=CN2)NC=C1)CC#N {1-[8-(cyclopentylcarbonyl)-8-azabicyclo[3.2.1]oct-3-yl]-3-[4-(7H-pyrrolo[2,3-d]pyrimidin-4-yl)-1H-pyrazol-1-yl]azetidin-3-yl}acetonitrile